ClC1=C2C(N(C(=NC2=CC=C1F)[C@H](C)NC(OC(C)(C)C)=O)C1=CC=CC=C1)=O tert-butyl (S)-(1-(5-chloro-6-fluoro-4-oxo-3-phenyl-3,4-dihydroquinazolin-2-yl)ethyl)carbamate